C(C)(C)(C)OC(=O)NC1=CC=C(C2=C1NC(=N2)C(F)(F)F)C(=O)OCC ethyl 7-((tert-butoxycarbonyl)amino)-2-(trifluoromethyl)-1H-benzo[d]imidazole-4-carboxylate